6-ethyl-5-(2-(pyridin-2-yl)quinolin-8-yl)pyridin-2-amine C(C)C1=C(C=CC(=N1)N)C=1C=CC=C2C=CC(=NC12)C1=NC=CC=C1